tert-butyl 3-(((trifluoromethyl)sulfonyl)oxy)azetidine-1-carboxylate FC(S(=O)(=O)OC1CN(C1)C(=O)OC(C)(C)C)(F)F